OCC1(C(NCC1)=O)NC(=O)C1=C(C=C2C=CC(=CN12)OC1=CC=C(C=C1)OC)C N-(3-(hydroxymethyl)-2-oxopyrrolidin-3-yl)-6-(4-methoxyphenoxy)-2-methylindolizine-3-carboxamide